phosphopantoyl-cysteine P(=O)(O)(O)N([C@@H](CS)C(=O)O)C([C@H](O)C(C)(C)CO)=O